O(C1=CC=CC=C1)CCCC(=O)NCC(=O)N1CC2(OCCO2)C[C@H]1C(=O)O (S)-7-((4-phenoxybutyryl)glycyl)-1,4-dioxa-7-azaspiro[4.4]nonane-8-carboxylic acid